C(C=C)(=O)NC=1C=C2C(=NNC2=CC1)C(=O)NC1=CC=C(C=C1)F 5-acrylamido-N-(4-fluorophenyl)-1H-indazole-3-carboxamide